FC/C=C/C(=O)N1C[C@H]([C@@H](C1)OCC1=CC=C(C=C1)C(F)(F)F)NC1=NC=C(C=N1)F (E)-4-fluoro-1-((3R,4R)-3-((5-fluoropyrimidin-2-yl)amino)-4-((4-(trifluoromethyl)benzyl)oxy)pyrrolidin-1-yl)but-2-en-1-one